4-bromo-2-fluoro-1-((methoxymethoxy)methyl)benzene BrC1=CC(=C(C=C1)COCOC)F